N-(4-fluoro-3-((2-((1-methyl-1H-pyrazol-4-yl)amino)-5-(5-(trifluoromethyl)pyridin-3-yl)pyrimidin-4-yl)amino)phenyl)acrylamide FC1=C(C=C(C=C1)NC(C=C)=O)NC1=NC(=NC=C1C=1C=NC=C(C1)C(F)(F)F)NC=1C=NN(C1)C